N-(2-(Dimethoxymethyl)benzyl)-N-((2S)-1-oxo-1-((2'-oxo-1,1',2',3-tetrahydrospiro[indene-2,3'-pyrrolo[2,3-b]pyridin]-5-yl)amino)propan-2-yl)pivalamide COC(C1=C(CN(C(C(C)(C)C)=O)[C@H](C(NC=2C=C3CC4(C(NC5=NC=CC=C54)=O)CC3=CC2)=O)C)C=CC=C1)OC